(3E)-4-(dimethylamino)but-3-en-2-one CN(/C=C/C(C)=O)C